[Si](C)(C)(C(C)(C)C)OC1CNCC1 3-((tert-butyldimethylsilyl)oxy)pyrrolidin